butyl (1-(6-bromohexanoyl)piperidin-4-yl)carbamate BrCCCCCC(=O)N1CCC(CC1)NC(OCCCC)=O